C(C)(C)(C)OC(=O)N1CCC(CC1)N1CC(C1)N1CCN(CC1)C1=CC=C(C=C1)N1C(NC(CC1)=O)=O 4-(3-(4-(4-(2,4-Dioxotetrahydropyrimidin-1(2H)-yl)phenyl)piperazin-1-yl)azetidin-1-yl)piperidine-1-carboxylic acid tert-butyl ester